propyl-3-methoxypropionate (butyl 3-methoxypropionate) C(CCC)C(C(=O)O)COC.C(CC)OC(CCOC)=O